OC1=CC(=C(C=C1)C)O 1,3-dihydroxy-4-methylbenzene